(S)-1-(5-acetyl-4-chloropyridin-2-yl)-7'-(3,5-difluorophenyl)dihydro-1'H,3'H,5'H-spiro[piperidine-4,2'-pyrazolo[1,2-a]pyrazol]-1'-one C(C)(=O)C=1C(=CC(=NC1)N1CCC2(CN3N([C@@H](CC3)C3=CC(=CC(=C3)F)F)C2=O)CC1)Cl